N-[4-fluoro-5-[2-[rac-(3R)-3-methylmorpholin-4-yl]pyrimidin-5-yl]-2-[rac-(3S,5R)-3,4,5-trimethylpiperazin-1-yl]phenyl]-6-oxo-4-(trifluoromethyl)-1H-pyridine-3-carboxamide FC1=CC(=C(C=C1C=1C=NC(=NC1)N1[C@@H](COCC1)C)NC(=O)C1=CNC(C=C1C(F)(F)F)=O)N1C[C@@H](N([C@@H](C1)C)C)C |r|